C(C)(C)(C)OC(=O)N1CC(C1)SC1=NC=CC(=C1)C(=O)OC methyl 2-(1-tert-butoxycarbonylazetidin-3-yl)sulfanylpyridine-4-carboxylate